2-bromo-4-iodo-3,6-dimethoxypyridine BrC1=NC(=CC(=C1OC)I)OC